BrC1=C2C(C(N(C2=CC=C1C)CC)=O)C 4-Bromo-1-ethyl-3,5-dimethylindolin-2-one